NC(CNC1=NC(=C2C(=N1)N(N=C2)C([2H])([2H])[2H])NC2=CC=C(C=C2)C(F)(F)F)(C)C2=CC=CC=C2 N6-(2-amino-2-phenyl-propyl)-1-(trideuteriomethyl)-N4-[4-(trifluoromethyl)phenyl]pyrazolo[3,4-d]pyrimidine-4,6-diamine